C1(CC1)C=1C(=NSC1C(=O)NC1=CC(=NC=C1)C(F)(F)F)C(C)C 4-CYCLOPROPYL-3-ISOPROPYL-N-(2-(TRIFLUOROMETHYL)PYRIDIN-4-YL)ISOTHIAZOLE-5-CARBOXAMIDE